C(#N)C(CN(C(OC(C)(C)C)=O)C1=C(C=CC2=CC=C(C=C12)C1=NC(=NC=C1)C(NC)=O)OC)=C tert-butyl N-(2-cyanoallyl)-N-[2-methoxy-7-[2-(methylcarbamoyl) pyrimidin-4-yl]-1-naphthyl]carbamate